S1C(=NC2=C1C=CC=C2)N2CC1(CC(NC1=O)=O)CC2 7-(benzo[d]thiazol-2-yl)-2,7-diazaspiro[4.4]nonane-1,3-dione